(1S,3R,4R)-4-((tert-butoxycarbonyl)amino)-3-((tert-butyldimethylsilyl)oxy)cyclohexyl methanesulfonate CS(=O)(=O)O[C@@H]1C[C@H]([C@@H](CC1)NC(=O)OC(C)(C)C)O[Si](C)(C)C(C)(C)C